N-(3-(5-methylbenzo[d]oxazol-2-yl)phenyl)-2-(4-methoxyphenyl)acetamide CC=1C=CC2=C(N=C(O2)C=2C=C(C=CC2)NC(CC2=CC=C(C=C2)OC)=O)C1